ClC1=CC2=C(N(C(N=C2N2[C@H](CN(CC2)C(=O)OC(C)(C)C)C)=O)C=2C(=NC=CC2C)C(C)C)N=C1C=1C=CC=C2C=CC=NC12 (S)-tert-butyl 4-(6-chloro-1-(2-isopropyl-4-methylpyridin-3-yl)-2-oxo-7-(quinolin-8-yl)-1,2-dihydropyrido[2,3-d]pyrimidin-4-yl)-3-methylpiperazine-1-carboxylate